ClC=1C=C(C=CC1F)NC1=C2C=C(NC2=CC(=C1)F)C(=O)O 4-((3-chloro-4-fluorophenyl)amino)-6-fluoro-1H-indole-2-carboxylic acid